5-fluoro-6-(1-(8-isobutyl-8-azabicyclo[3.2.1]oct-3-yl)piperidin-4-yl)-1-methyl-2-(4-(methylsulfonyl)phenyl)-1H-benzo[d]imidazole FC1=CC2=C(N(C(=N2)C2=CC=C(C=C2)S(=O)(=O)C)C)C=C1C1CCN(CC1)C1CC2CCC(C1)N2CC(C)C